isonicotinoyl-valinamide C(C1=CC=NC=C1)(=O)N[C@@H](C(C)C)C(=O)N